8-methyl-2-decyl propanoate C(CC)(=O)OC(C)CCCCCC(CC)C